CN1CCN(CC1)C(=O)C1CNCC1 3-(4-methylpiperazine-1-carbonyl)pyrrolidin